ClC1=NC=C(C(=N1)NCC1=C(C=C(C=C1)OC)OC)C1=C(C=NC=C1)Cl 2-chloro-5-(3-chloropyridine-4-yl)-N-(2,4-dimethoxybenzyl)pyrimidin-4-amine